N1,N3-bis(2,2-dimethyl-4-oxothietan-3-yl)-2,2-dimethylmalonamide CC1(SC(C1NC(C(C(=O)NC1C(SC1=O)(C)C)(C)C)=O)=O)C